C(C)(C)(C)OC(=O)N(CCC1=NC(=CC=C1[N+](=O)[O-])OC)CC1=C(C=CC(=C1Cl)F)NC1=C(C(=O)OC)C=C(C(=C1)C(F)(F)F)F Methyl 2-((2-(((tert-butoxycarbonyl)(2-(6-methoxy-3-nitropyridin-2-yl)ethyl)-amino)methyl)-3-chloro-4-fluorophenyl)amino)-5-fluoro-4-(trifluoromethyl)benzoate